C(CCC(C)C)(=O)OC(C)(C)C tert-butyl isocaproate